5-(2-aminopyridin-4-yl)-N-((6-((3R,5S)-3,5-dimethylpiperazin-1-yl)pyridin-2-yl)methyl)pyrrolo[2,1-f][1,2,4]triazin-4-amine NC1=NC=CC(=C1)C=1C=CN2N=CN=C(C21)NCC2=NC(=CC=C2)N2C[C@H](N[C@H](C2)C)C